2-methyl-octahydro-1H-pyrrolo[3,4-c]pyridin-1-one CN1CC2CNCCC2C1=O